FC=1C(=C(C=CC1)C=1C=C2C(=NN1)NC[C@]1(N2C[C@@H](C1)OC1=NC=C(C(=O)O)C(=C1)I)C)O 6-(((6aS,8R)-2-(3-fluoro-2-hydroxyphenyl)-6a-methyl-5,6,6a,7,8,9-hexahydropyrrolo[1',2':4,5]pyrazino[2,3-c]pyridazin-8-yl)oxy)-4-iodonicotinic acid